C(C1=CC=CC=C1)S(=O)(=O)N1C(=CC=C1)C(C)C1=NC=CC=C1 2-(1-(1-toluenesulfonyl-1H-pyrrol-2-yl)ethyl)pyridine